ClC1=C(C=C(C=C1)B(O)O)OCCCCO (4-chloro-3-(2-(2-hydroxyethyl)ethoxy)phenyl)boronic acid